3-Nitro-4-methoxypyridine [N+](=O)([O-])C=1C=NC=CC1OC